NC1=C(C=C(C=C1)OC=1C(=C2N=C(C=NC2=CC1)C=1C=NN(C1)CC1CC(C1)(F)F)Cl)N(C(OC(C)(C)C)=O)C(=O)OC(C)(C)C tert-butyl N-[2-amino-5-[5-chloro-3-[1-[(3,3-difluorocyclobutyl)methyl]pyrazol-4-yl]quinoxalin-6-yl]oxy-phenyl]-N-tert-butoxycarbonyl-carbamate